[(carbazolyl)phenyl](dibenzofuranyl)carbazole C1(=CC=CC=2C3=CC=CC=C3NC12)C1=C(C=CC=C1)C1=C(C=2NC3=CC=CC=C3C2C=C1)C1=CC=CC=2OC3=C(C21)C=CC=C3